5-(2-hydroxypropan-2-yl)-1-(pyridin-4-yl)-4,6,7,8-tetrahydro-3H-9-oxa-2-thia-4-azabenzo[cd]azulen-3-one OC(C)(C)C=1NC(C=2SC(=C3OCCCC1C23)C2=CC=NC=C2)=O